C1=CC(=CC(=C1)OC2=CC=C(C=C2)S(=O)(=O)C3=CC=C(C=C3)OC4=CC=CC(=C4)N)N 2,2-bis[4-(3-aminophenoxy)benzene]